2-[[4-(4-Fluorophenyl)-5-(furan-2-yl)-4H-1,2,4-triazol-3-yl]sulfanyl]-N'-[(2-hydroxy-3-methoxyphenyl)methylidene]acetohydrazide FC1=CC=C(C=C1)N1C(=NN=C1C=1OC=CC1)SCC(=O)NN=CC1=C(C(=CC=C1)OC)O